(S)-N-(1-(5-(2-methoxyquinolin-3-yl)-1H-imidazol-2-yl)-5-(2-(methylthio)benzamido)pentyl)isothiazole-4-carboxamide COC1=NC2=CC=CC=C2C=C1C1=CN=C(N1)[C@H](CCCCNC(C1=C(C=CC=C1)SC)=O)NC(=O)C=1C=NSC1